5-(cyclohex-1-en-1-yl)quinolin-8-ol C1(=CCCCC1)C1=C2C=CC=NC2=C(C=C1)O